tert-butyl 4-(4-(chloromethyl)-2-fluoro-5-methoxyphenyl)piperazine-1-carboxylate ClCC1=CC(=C(C=C1OC)N1CCN(CC1)C(=O)OC(C)(C)C)F